NC1=CC=NC(=N1)S 6-amino-2-sulfhydryl-pyrimidine